FC(C=1N=C2N(N=C(C(=C2C)C)N2CCC(CC2)OC=2C=NC(=CC2)C)C(C1)=O)F 2-(difluoromethyl)-8,9-dimethyl-7-(4-((6-methylpyridin-3-yl)oxy)piperidin-1-yl)-4H-pyrimido[1,2-b]pyridazin-4-one